N1=C(C=CC=C1)CC1N=NC=2N1C1=CC=CC=C1NC2 1-(pyridin-2-yl-methyl)-5H-[1,2,4]triazolo[4,3-a]quinoxaline